(1R,4R,4'S,5'S)-4',5'-diphenylspiro[bicyclo[2.2.1]heptane-2,2'-[1,3]dioxolane]-4-carboxylic acid methyl ester COC(=O)[C@]12CC3(O[C@H]([C@@H](O3)C3=CC=CC=C3)C3=CC=CC=C3)[C@H](CC1)C2